2-amino-3-(1-methyl-1H-pyrazol-3-yl)propionic acid methyl ester COC(C(CC1=NN(C=C1)C)N)=O